C12(CCC(CC1)CC2)C(OC2=CC=C(C=C2)C(C(=O)OC)NC(=O)OC(C)(C)C)([2H])[2H] Methyl 2-(4-(bicyclo[2.2.2]octan-1-ylmethoxy-d2)phenyl)-2-((tert-butoxycarbonyl)amino)acetate